O=C1NC(CCC1N1C(C2=CC=CC(=C2C1=O)NCCCC(=O)N(C)CCOC1=CC=C(C=C1)\C(=C(\CC)/C1=CC=CC=C1)\C1=CC=CC=C1)=O)=O (Z)-4-((2-(2,6-dioxopiperidin-3-yl)-1,3-dioxoisoindolin-4-yl)amino)-N-(2-(4-(1,2-diphenylbut-1-en-1-yl)phenoxy)ethyl)-N-methylbutanamide